(2R,3S)-1-((benzyloxy)carbonyl)-3-(pyrrolidine-1-carbonyl)piperidine-2-carboxylic acid C(C1=CC=CC=C1)OC(=O)N1[C@H]([C@H](CCC1)C(=O)N1CCCC1)C(=O)O